NC1CCC(CC1)NC1=NC2=CC=C(C=C2C=N1)C1=CC(=C(C=C1)NS(=O)(=O)C1=C(C=CC=C1)Cl)F N-(4-(2-(((1r,4r)-4-aminocyclohexyl)amino)-quinazolin-6-yl)-2-fluorophenyl)-2-chlorobenzene-sulfonamide